7'-((1-acetylpiperidin-4-yl)amino)-2',3'-dihydro-1'H-spiro[cyclopropane-1,4'-[2,6]naphthyridin]-1'-one C(C)(=O)N1CCC(CC1)NC1=NC=C2C3(CNC(C2=C1)=O)CC3